tert-butyl rac-(3S)-6-(2-methoxy-6-methyl-4-pyridyl)-3-methyl-3,4-dihydro-2H-pyridine-1-carboxylate COC1=NC(=CC(=C1)C1=CC[C@@H](CN1C(=O)OC(C)(C)C)C)C |r|